Cl.C(C)(C)NCC(COC1=CC=CC2=CC=CC=C12)O 1-isopropylamino-3-(1-naphthyloxy)-2-propanol hydrochloride